2-(3-(benzyloxy)-2-methoxypropyl)isoindoline-1,3-dione C(C1=CC=CC=C1)OCC(CN1C(C2=CC=CC=C2C1=O)=O)OC